N-((3R,5S)-5-((3-methyl-1H-pyrazol-1-yl)methyl)pyrrolidin-3-yl)-5-(3-(trifluoromethoxy)phenyl)-oxazole-2-carboxamide TFA salt OC(=O)C(F)(F)F.CC1=NN(C=C1)C[C@@H]1C[C@H](CN1)NC(=O)C=1OC(=CN1)C1=CC(=CC=C1)OC(F)(F)F